(1S,2S,3R,5S)-3-((5-chloro-4-(4-fluoro-2-(2-hydroxypropan-2-yl)-1-isopropyl-1H-benzo[d]imidazol-6-yl)pyrimidin-2-yl)amino)-6,8-dioxabicyclo[3.2.1]octan-2-ol ClC=1C(=NC(=NC1)N[C@H]1[C@@H]([C@@H]2CO[C@H](C1)O2)O)C=2C=C(C1=C(N(C(=N1)C(C)(C)O)C(C)C)C2)F